pyrrolo[2,3-e][1,3]benzothiazole-6-sulfonamide N=1CSC=2C1C=1C(=CC2)C(=CN1)S(=O)(=O)N